5-fluoro-1-pivaloyl-indole FC=1C=C2C=CN(C2=CC1)C(C(C)(C)C)=O